1-(3-(1-((4-methyl-4H-1,2,4-triazol-3-yl)thio)ethyl)phenyl)-3-(pyridin-2-yl)urea CN1C(=NN=C1)SC(C)C=1C=C(C=CC1)NC(=O)NC1=NC=CC=C1